FC=1C=C(N)C=CC1OC1=CC=NC2=CC(=CN=C12)C=C 3-fluoro-4-((7-vinyl-1,5-naphthyridin-4-yl)oxy)aniline